CN(C)CC1=CC=C(C=C1)C1=CC(=C(C=C1)C)C(=O)N 4'-((dimethylamino)methyl)-4-methyl-[1,1'-biphenyl]-3-carboxamide